2-(4-tert-butyl-2,5-dimethyl-phenyl)-5-(5-chloro-2-methyl-1,2,4-triazol-3-yl)-1H-1,6-naphthyridin-4-one C(C)(C)(C)C1=CC(=C(C=C1C)C=1NC2=CC=NC(=C2C(C1)=O)C=1N(N=C(N1)Cl)C)C